holmium carbon 3-(3-(piperidin-4-yloxy)phenyl)-5-(1H-tetrazol-5-yl)benzo[c]isoxazole HCl salt Cl.N1CCC(CC1)OC=1C=C(C=CC1)C1=C2C(=NO1)C=CC(=C2)C2=NN=NN2.[C].[Ho]